2-vinylaminocyclopropanone C(=C)NC1C(C1)=O